8-[(2s,5r)-4-[(3-cyclopropyl-1,2,4-oxadiazol-5-yl)(4-fluorophenyl)methyl]-5-ethyl-2-methylpiperazin-1-yl]-5-methyl-6-oxo-5,6-dihydro-1,5-naphthyridine-2-carbonitrile C1(CC1)C1=NOC(=N1)C(N1C[C@@H](N(C[C@H]1CC)C1=CC(N(C=2C=CC(=NC12)C#N)C)=O)C)C1=CC=C(C=C1)F